FC1=C2N=C(N=C3C2=C(CCC2COCCCN32)N=C1)OC[C@]13CCCN3C[C@@H](C1)F fluoro-12-(((2R,7aS)-2-fluorotetrahydro-1H-pyrrolizin-7a(5H)-yl)methoxy)-4,5,5a,6,9,10-hexahydro-8H-7-oxa-3,10a,11,13-tetraazanaphtho[1,8-ab]heptalene